CN1C(OC2=C1C=CC(=C2)C2CN(CCC2)C(=O)OC(C)(C)C)=O tert-Butyl 3-(3-methyl-2-oxo-1,3-benzoxazol-6-yl)piperidine-1-carboxylate